Cl.COC1=C(C=NC=C1)N(C1=CC=C(C=C1)C(F)(F)F)C1CCNCC1 4-Methoxy-N-(piperidin-4-yl)-N-(4-(trifluoromethyl)phenyl)pyridin-3-amine hydrogen chloride